CC1=C(C(=O)NC2(CC2)C2=C3C=CC=NC3=CC(=C2)C2=NN(C=C2)C)C=C(C=C1)OCCNC 2-Methyl-N-(1-(7-(1-methyl-1H-pyrazol-3-yl)quinolin-5-yl)cyclopropyl)-5-(2-(methylamino)ethoxy)benzamide